Cl.NC1CCN(CC1)C=1N=C(C(=C2C1NN=C2)C2=CC1=C(C(=NO1)C)C=C2F)C2=CC(=C(C#N)C=C2)F 4-(7-(4-Aminopiperidin-1-yl)-4-(5-fluoro-3-methylbenzo[d]isoxazol-6-yl)-1H-pyrazolo[3,4-c]pyridin-5-yl)-2-fluorobenzonitrile hydrochloride